COC(=O)C1=C(C(=NN1C=1SC(=C(N1)C1=CC=C(C=C1)C(F)(F)F)C=C(C)C)C)C1=CC(=CC=C1)F 4-(3-Fluorophenyl)-3-methyl-1-(5-(2-methylprop-1-en-1-yl)-4-(4-(trifluoromethyl)phenyl)thiazol-2-yl)-1H-pyrazole-5-carboxylic acid methyl ester